C(CCCCC)N1C(=CC(C(=C1)OCC1=CC=CC=C1)=O)CO 1-hexyl-2-hydroxymethyl-5-(benzyloxy)-pyridin-4-one